(Z)-icos-11-en-1-yl acetate C(C)(=O)OCCCCCCCCCC\C=C/CCCCCCCC